acrylyl-morpholine C(C=C)(=O)N1CCOCC1